C(C)(C)(C)C1=NC(=NO1)C(=O)NCC1=C(C=C(C=C1)C1=C(C(=NC=C1)NC(=O)C1CC1)F)C 5-(tert-butyl)-N-(4-(2-(cyclopropanecarboxamido)-3-fluoropyridin-4-yl)-2-methylbenzyl)-1,2,4-oxadiazole-3-carboxamide